Cyano({[(2S)-4-[2-(2,4-dichlorophenyl)-1,3-thiazole-4-carbonyl]morpholin-2-yl]methyl})amine C(#N)NC[C@H]1CN(CCO1)C(=O)C=1N=C(SC1)C1=C(C=C(C=C1)Cl)Cl